CC1=CC(=NC(=N1)N1CCN(CC1)S(=O)(=O)C=1C=C2CCN(C2=CC1)C(C1=C(N=CC=C1)C)=O)C#N 6-methyl-2-(4-((1-(2-methylnicotinoyl)indolin-5-yl)sulfonyl)piperazin-1-yl)pyrimidine-4-carbonitrile